CNC(=O)C1CC(C1)N1C(=NC2=C1C=C(C=C2)C(=O)NCCCN2CCN(CC2)C2=CC=CC=C2)C2=CC(=C(C(=C2)OC)OC)OC 1-((1r,3s)-3-(methylcarbamoyl)cyclobutyl)-N-(3-(4-phenylpiperazin-1-yl)propyl)-2-(3,4,5-trimethoxyphenyl)-1H-benzo[d]imidazole-6-carboxamide